ClC1CCC(CC1)[C@@H](C(=O)NC1=NC=CC(=C1)[C@@H](COC)N1C(N[C@@H](C1)C(F)(F)F)=O)NC(=O)C1=NOC=C1CC N-((1S)-1-(4-chlorocyclohexyl)-2-((4-((S)-2-methoxy-1-((S)-2-oxo-4-(trifluoromethyl)imidazolidin-1-yl)ethyl)pyridin-2-yl)amino)-2-oxoethyl)-4-ethylisoxazole-3-carboxamide